cyclopropane-1,2,3-triamine C1(C(C1N)N)N